ClC1=CC2=C(C=N1)C(=NN2)N2CC1N(CCC1C2)C 6-chloro-3-(1-methyl-hexahydropyrrolo[3,4-b]pyrrol-5(1H)-yl)-1H-pyrazolo[4,3-c]pyridine